COC=1C=C2C(=NC(=NC2=CC1)C)SCC(=O)C1=CC=C(S1)CNC(=O)C1CC=2N(C=CN2)C1 N-((5-(2-((6-methoxy-2-methylquinazolin-4-yl)thio)acetyl)thiophen-2-yl)methyl)-6,7-dihydro-5H-pyrrolo[1,2-a]imidazole-6-carboxamide